Cl.Cl.N[C@H](C(=O)OCC(F)(F)F)CC1=CC=C(C=C1)C=1C(=NC=CC1)N 2,2,2-Trifluoroethyl (S)-2-amino-3-(4-(2-aminopyridin-3-yl)phenyl)propanoate dihydrochloride